C(C=C)(=O)N1C[C@@H](N(CC1)C1=NC(N2C3=C(C(=C(C=C13)C(F)(F)F)C1=C(C=C(C(=C1)Cl)F)F)SC[C@@H]2COCOC)=O)C (3S,10S)-7-((S)-4-acryloyl-2-methylpiperazin-1-yl)-10-(5-chloro-2,4-difluorophenyl)-3-((methoxymethoxy)methyl)-9-(trifluoromethyl)-2H-[1,4]thiazino[2,3,4-ij]quinazolin-5(3H)-one